(3-(4,4-bis(methoxymethyl)-cyclohexyl)-2-((methyl(2-(methylamino)ethyl)amino)-methyl)-6,7-dihydropyrazolo-[1,5-a]pyrazin-5(4H)-yl)(3-methoxybicyclo[1.1.1]pentan-1-yl)methanone COCC1(CCC(CC1)C=1C(=NN2C1CN(CC2)C(=O)C21CC(C2)(C1)OC)CN(CCNC)C)COC